P(=O)([O-])([O-])[O-].C(C)(C)(C)C1=CC=C(C=C1)O.C(C)(C)(C)C1=CC=C(C=C1)O.[Na+].[Na+].[Na+] sodium di(4-tert-butylphenol) phosphate